12,15-Dihydroxypentacosanoic acid OC(CCCCCCCCCCC(=O)O)CCC(CCCCCCCCCC)O